C(=CC)N1C(CCCCC1)=O N-propenyl-caprolactam